O-methyl-isourea hemisulphate S(=O)(=O)(O)O.COC(N)=N.COC(N)=N